Ethyl-(2RS)-2-{[(E)-{2-chloro-5-[4-(1,1-difluoroethyl)-3-methyl-2,6-dioxo-3,6-dihydropyrimidin-1(2H)-yl]-4-fluorobenzyliden}amino]oxy}propanoat C(C)OC([C@@H](C)O/N=C/C1=C(C=C(C(=C1)N1C(N(C(=CC1=O)C(C)(F)F)C)=O)F)Cl)=O |r|